3-[2'-(trifluoromethyl)[1,1'-biphenyl]-4-yl]prop-2-ynoic acid FC(C1=C(C=CC=C1)C1=CC=C(C=C1)C#CC(=O)O)(F)F